tert-butyl-4-((4-(4-(2,6-dioxopiperidin-3-yl)-3,5-difluorophenyl)piperazin-1-yl) methyl)-4-methylpiperidine-1-carboxylate C(C)(C)(C)OC(=O)N1CCC(CC1)(C)CN1CCN(CC1)C1=CC(=C(C(=C1)F)C1C(NC(CC1)=O)=O)F